C(C1=CC=CC=C1)(=O)NC(C(=O)O)CCS(=O)C 2-benzoylamino-4-(methylsulfinyl)butyric acid